3-fluoro-5-phenoxy-N,N-diphenylamine FC=1C=C(C=C(C1)OC1=CC=CC=C1)NC1=CC=CC=C1